COC(=O)C=1C=C2C=C(C(=NC2=CC1F)Cl)CO 2-chloro-7-fluoro-3-(hydroxymethyl)quinoline-6-carboxylic acid methyl ester